2-(2-(4-(methylthio)phenyl)-2-oxoethyl)isoindoline-1,3-dione CSC1=CC=C(C=C1)C(CN1C(C2=CC=CC=C2C1=O)=O)=O